NC=1C=C(OC2=CC=C(C=C2)N(C2CN(C2)C(=O)OC(C)(C)C)C)C=CC1[N+](=O)[O-] tert-butyl 3-((4-(3-amino-4-nitrophenoxy)phenyl)(methyl)amino)azetidine-1-carboxylate